6-(3-(3-fluoro-5-(1-(pentan-3-yl)piperidin-4-yl)pyridin-2-yl)-4-isopropyl-1H-pyrazol-5-yl)-8-methoxy-[1,2,4]triazolo[1,5-a]pyridine FC=1C(=NC=C(C1)C1CCN(CC1)C(CC)CC)C1=NNC(=C1C(C)C)C=1C=C(C=2N(C1)N=CN2)OC